(R or S)-5-(((S)-4-(cyclopropylethynyl)-4-(1,1-difluoroethyl)-6-fluoro-2-oxo-1,2,3,4-tetrahydroquinazolin-7-yl)methyl)-1-methylimidazolidine-2,4-dione C1(CC1)C#C[C@@]1(NC(NC2=CC(=C(C=C12)F)C[C@@H]1C(NC(N1C)=O)=O)=O)C(C)(F)F |o1:17|